(S)-3-amino-3-(4-fluoro-2',6'-dimethyl-5-trifluoromethyl-[1,1'-biphenyl]-3-yl)propanoic acid ethyl ester hydrochloride Cl.C(C)OC(C[C@@H](C=1C=C(C=C(C1F)C(F)(F)F)C1=C(C=CC=C1C)C)N)=O